(S)-N-(1-(5-bromo-4-methylpyrimidin-2-yl)-3-((tert-butyldimethylsilyl)oxy)-3-methylcyclobutyl)-2-methylpropane-2-sulfinamide BrC=1C(=NC(=NC1)C1(CC(C1)(C)O[Si](C)(C)C(C)(C)C)N[S@@](=O)C(C)(C)C)C